NC1CN(CC(C1)F)C1C(CC(C1)C1=CC=C(C=C1)F)OC1=CC=C(N=N1)C#N 6-[2-(3-amino-5-fluoro-1-piperidinyl)-4-(4-fluorophenyl)cyclopentyloxy]pyridazine-3-carbonitrile